tert-butyl (1R,2'S)-7-chloro-6-hydroxy-2'-methyl-spiro[isochromane-1,4'-piperidine]-1'-carboxylate ClC1=C(C=C2CCO[C@]3(C[C@@H](N(CC3)C(=O)OC(C)(C)C)C)C2=C1)O